[H-].[Na+].COC1(COCC1)COC1=C2C=CC=NC2=C(C=N1)C1=CC=C(C=C1)C(F)(F)F 5-((3-methoxytetrahydrofuran-3-yl)methoxy)-8-(4-(trifluoromethyl)phenyl)-1,6-naphthyridine Sodium hydride